S=C1NC2=CC=CC=C2C(N1)=O 2-Thioxoquinazoline-4-one